6-chloro-N-methyl-pyrazin-2-amine ClC1=CN=CC(=N1)NC